CN1N=CC=2C1=C(N=NC2C2=C(C=C(C=C2)C(F)(F)F)O)N[C@H]2CN(CCC2)C (R)-2-(1-methyl-7-((1-methylpiperidin-3-yl)amino)-1H-pyrazolo[3,4-d]pyridazin-4-yl)-5-(trifluoromethyl)phenol